C1(C(CCCC1)CCCCCC(=O)O)CCCCCC(=O)O 2-cyclohexanedihexanoic acid